trans-N-[8-amino-6-(3-ethyl-1-methyl-6-oxo-2-pyridyl)-3-isoquinolyl]-2-cyano-cyclopropane-1-carboxamide NC=1C=C(C=C2C=C(N=CC12)NC(=O)[C@H]1[C@@H](C1)C#N)C=1N(C(C=CC1CC)=O)C